CC=1N=NC2=C3C=CC(=C(C3=CC=C2C1C)C)C 3,4,7,8-tetramethyl-1,2-phenanthroline